[3-[5,7-difluoro-2-(4-fluorophenyl)-1H-indol-3-yl]-1-fluoro-cyclobutyl]methylamine FC=1C=C2C(=C(NC2=C(C1)F)C1=CC=C(C=C1)F)C1CC(C1)(F)CN